methyl-3-nitropyridine-2,5-diamine CC1=C(C(=NC=C1N)N)[N+](=O)[O-]